OC12CCC(CC1)(C2)NC2=NC=C(C(=N2)NC2(CCCC2)C)C(=O)N 2-(4-hydroxybicyclo[2.2.1]heptan-1-ylamino)-4-(1-methylcyclopentylamino)pyrimidine-5-carboxamide